N-((1R,2R)-2-(methoxy)cyclobutyl)-7-(tridecylamino)-5-((2-oxo-2H-[1,2'-bipyridyl]-3-yl)amino)-pyrazolo[1,5-a]pyrimidine-3-carboxamide CO[C@H]1[C@@H](CC1)NC(=O)C=1C=NN2C1N=C(C=C2NCCCCCCCCCCCCC)NC=2C(N(C=CC2)C2=NC=CC=C2)=O